(1S,4aS,8aS)-1-((benzyloxy)methyl)-5,5,8a-trimethyloctahydronaphthalen-2(1H)-one C(C1=CC=CC=C1)OC[C@H]1C(CC[C@H]2C(CCC[C@]12C)(C)C)=O